C1=NC=CC2=CC(=CC=C12)C1=NC(=NN1CO)C#CC1CCOCC1 (5-(isoquinolin-6-yl)-3-((tetrahydro-2H-pyran-4-yl)ethynyl)-1H-1,2,4-triazol-1-yl)methanol